m-Hydroxy-N,N-diethylaniline OC=1C=C(N(CC)CC)C=CC1